C(C)C1(CC2=CC=CC=C2C1)C(=O)N 2-ethylindane-2-carboxamide